FC(OC1=C(C=CC=2C(N([C@H]3C(C[C@@H](C21)C3)=O)C([2H])([2H])[2H])=O)F)F (3R,6S)-7-(difluoromethoxy)-8-fluoro-2-(methyl-d3)-2,3,5,6-tetrahydro-3,6-methanobenzo[c]azocine-1,4-dione